COC1=C(CN(S(=O)(=O)C2=C(C=C(C=C2F)N2CC(CCC2)(CCC2=CC(=CC=C2)C(F)(F)F)N(C)C)F)C2=NOC=C2)C=CC(=C1)OC N-(2,4-Dimethoxybenzyl)-4-(3-(dimethylamino)-3-(3-(trifluoromethyl)phenethyl)-piperidin-1-yl)-2,6-difluoro-N-(isoxazol-3-yl)benzenesulfonamide